1-trimethylsilyl-indene C[Si](C1C=CC2=CC=CC=C12)(C)C